(R)-3,3,3-trifluoro-2-hydroxy-2-Methyl-1-(7-(3-methyl-1H-pyrrolo[2,3-b]pyridin-5-yl)-5-((S)-pyrrolidin-2-yl)-3,4-Dihydroisoquinolin-2(1H)-yl)propan-1-one FC([C@](C(=O)N1CC2=CC(=CC(=C2CC1)[C@H]1NCCC1)C=1C=C2C(=NC1)NC=C2C)(C)O)(F)F